(S)-methyl-1-(oxetan-2-ylmethyl)-2-(2-azaspiro[3.3]heptan-6-yl)-1H-benzo[d]imidazole-6-carboxylic acid methyl ester COC(=O)C=1C=C(C2=C(N(C(=N2)C2CC3(CNC3)C2)C[C@H]2OCC2)C1)C